(5S)-3-(2,6-difluorophenyl)-5-methyl-14-oxa-9-thia-4,7-diazatricyclo[8.5.0.02,8]pentadec-1(10),2(8),3-triene-6-thione FC1=C(C(=CC=C1)F)C=1C=2C=3COCCCC3SC2NC([C@@H](N1)C)=S